O1C(COCC1)COC1=NC(N2C(C3=CC=C(C=C3CC2)OCC2=NOC(=N2)CC)=C1)=O 2-([1,4]Dioxan-2-ylmethoxy)-9-(5-ethyl-[1,2,4]oxadiazol-3-ylmethoxy)-6,7-dihydro-pyrimido[6,1-a]isoquinolin-4-one